NCCOCCOCCOCCOCCOCCOCCOCCNC(OCC1C2=CC=CC=C2C=2C=CC=CC12)=O 9H-Fluoren-9-ylmethyl (23-amino-3,6,9,12,15,18,21-heptaoxatricos-1-yl)carbamate